1-isopropyl-1H-1,2,4-triazol-5(4H)-one C(C)(C)N1N=CNC1=O